2-(5-Chloro-3-(3-(4-(2-((4-((trifluoromethyl)thio)phenyl)thio)ethyl)phenyl)ureido)-1H-indole-1-carbonyl)benzylglycine hydrochloride Cl.ClC=1C=C2C(=CN(C2=CC1)C(=O)C1=C(CNCC(=O)O)C=CC=C1)NC(=O)NC1=CC=C(C=C1)CCSC1=CC=C(C=C1)SC(F)(F)F